Methyl-Glucose Dioleate Octyldodecyl-Neopentanoate C(CCCCCCC)C(C(C(=O)O)(C)C)CCCCCCCCCCCC.C(CCCCCCC\C=C/CCCCCCCC)(=O)O.C(CCCCCCC\C=C/CCCCCCCC)(=O)O.CC(=O)[C@H](O)[C@@H](O)[C@H](O)[C@H](O)CO